FC(OC1=CC=C(C=C1)S(=O)(=O)N1CC=C(CC1)C=1C=C(C(=NC1)C(=O)NCC(=O)O)O)(F)F (5-(1-((4-trifluoromethoxyphenyl)sulfonyl)-1,2,5,6-tetrahydropyridin-4-yl)-3-hydroxy-pyridine-2-carbonyl)glycine